CC(C)C(C(C(C(C)C)(C)C)O)(C)C 2,3,3,5,5,6-hexamethylheptan-4-ol